F[C@]1(CN(CC1)C1=NC=CC(=N1)NC=1N=CC2=C(C=CC(=C2C1)C(C)C)N1[C@@H]([C@H](C1)CS(=O)(=O)C)C)CO [(3R)-3-fluoro-1-[4-({8-[(2R,3S)-3-(methanesulfonyl-methyl)-2-methylazetidin-1-yl]-5-(propan-2-yl)isoquinolin-3-yl}amino)pyrimidin-2-yl]pyrrolidin-3-yl]methanol